methyl 4-((4-((2-(6-methylpyridin-2-yl)pyrimidin-4-yl)amino)pyrimidin-2-yl)amino)benzoate CC1=CC=CC(=N1)C1=NC=CC(=N1)NC1=NC(=NC=C1)NC1=CC=C(C(=O)OC)C=C1